S1C2=C(C=C1)C(=CC=C2)N2CCC(CC2)CC2(CC1=C(N=C(S1)N)CC2)NCCC 6-((1-(benzo[b]thiophen-4-yl)piperidin-4-yl)methyl)-N6-propyl-4,5,6,7-tetrahydrobenzo[d]Thiazole-2,6-diamine